Aluminium-Hydrat O.[Al]